ClC=1C(=CC=C2C=CC=C(C12)C1=C(C=2N=C(N=C(C2C=N1)OCC(F)(F)F)OC[C@]12CCCN2C[C@@H](C1)F)F)F 7-(8-chloro-7-fluoronaphthalen-1-yl)-8-fluoro-2-(((2R,7aS)-2-fluorotetrahydro-1H-pyrrolizin-7a(5H)-yl)methoxy)-4-(2,2,2-trifluoroethoxy)pyrido[4,3-d]pyrimidine